NC1=C(C(=NC=C1)OC1C2C3=C(C1CC2)C=C(C=C3)OC3=NC=CC(=C3C(F)(F)F)N)C(F)(F)F 3,6-bis(4-amino-3-trifluoromethyl-2-pyridyloxy)benzonorbornene